N-phenyl-2-((2-aminobenzyl)amino)acetamide C1(=CC=CC=C1)NC(CNCC1=C(C=CC=C1)N)=O